methyl (S)-4-(6-((1H-pyrrolo[2,3-b]pyridin-6-yl)methyl)-2,6-diazaspiro[3.4]octan-2-yl)-3-(3-(3,5-dimethyl-1H-pyrazol-1-yl)phenyl)butyrate N1C=CC=2C1=NC(=CC2)CN2CC1(CN(C1)C[C@@H](CC(=O)OC)C1=CC(=CC=C1)N1N=C(C=C1C)C)CC2